CN1N=C(C2=C1C(N(C=C2)CC2(CC2)S(=O)(=O)C)=O)C(=O)OCC ethyl 1-methyl-6-((1-(methylsulfonyl)cyclopropyl)methyl)-7-oxo-6,7-dihydro-1H-pyrazolo[3,4-c]pyridine-3-carboxylate